19-hydroxynonadecyl eicos-13-enoate C(CCCCCCCCCCCC=CCCCCCC)(=O)OCCCCCCCCCCCCCCCCCCCO